BrC1=NC=C(C=2C1=NSN2)Br 4,7-dibromo[1,2,5]thiadiazolo[3,4-c]pyridine